COC1=CC=CC(=N1)C(=O)NC 6-methoxy-N-methylpyridinamide